tert-butyl (R)-4-(2,4-difluoro-5-(methylsulfinyl)phenyl)piperazine-1-carboxylate FC1=C(C=C(C(=C1)F)[S@](=O)C)N1CCN(CC1)C(=O)OC(C)(C)C